COC(=O)C1=NC=C(C(C1)=O)C(NCC1=C(C=C(C=C1)F)F)=O 5-[(2,4-difluorophenyl)methylcarbamoyl]-4-oxo-pyridine-2-carboxylic acid methyl ester